N-(5-cyclopropyl-1H-pyrazol-3-yl)-2-(6-(4-((6-methoxypyridin-3-yl)methyl)piperazin-1-yl)pyridin-3-yl)quinazolin-4-amine C1(CC1)C1=CC(=NN1)NC1=NC(=NC2=CC=CC=C12)C=1C=NC(=CC1)N1CCN(CC1)CC=1C=NC(=CC1)OC